5-amino-4-hydroxy-2-(3-chlorophenyl)-furan-3-one NC1=C(C(C(O1)C1=CC(=CC=C1)Cl)=O)O